3'-nitrobiphenyl-4-yl trifluoromethanesulfonate FC(S(=O)(=O)OC1=CC=C(C=C1)C1=CC(=CC=C1)[N+](=O)[O-])(F)F